COC(=O)C1=NN(C(C=C1O)=O)C1=C(C=CC=C1F)C(C)C 4-hydroxy-1-(2-isopropyl-6-fluorophenyl)-6-oxo-1,6-dihydropyridazine-3-carboxylic acid methyl ester